1-(4-fluoro-2-meth-ylphenyl)-3-(6-methoxy-2-methyl-pyridin-3-yl)-7-(trifluoromethyl)-2,3-dihydropteridin-4(1H)-one FC1=CC(=C(C=C1)N1CN(C(C2=NC=C(N=C12)C(F)(F)F)=O)C=1C(=NC(=CC1)OC)C)C